N-(cyano(phenyl)methyl)-4-(2,3-dihydro-2-oxo-1H-imidazo[4,5-b]pyridin-7-yl)-1H-pyrazole-1-carboxamide C(#N)C(NC(=O)N1N=CC(=C1)C1=C2C(=NC=C1)NC(N2)=O)C2=CC=CC=C2